4-(1H-pyrazol-4-yl)-1H-benzimidazol N1N=CC(=C1)C1=CC=CC=2NC=NC21